ClC=1C=C(C(N(N1)C)=O)N1C[C@@H](O[C@@H](C1)C)C 6-Chloro-4-((2S,6R)-2,6-dimethylmorpholino)-2-methylpyridazin-3(2H)-one